C(CCCCCCCC)(C(=O)O)C(=O)O nonanedicarboxylic Acid